1-(3-chloro-10,11-dihydro-5H-dibenzo[b,f]azepin-5-yl)ethanone ClC=1C=CC2=C(N(C3=C(CC2)C=CC=C3)C(C)=O)C1